tert-butyl (R)-(1-(pyrimidin-2-yl)ethyl)((6-vinylpyridazin-3-yl)methyl)carbamate N1=C(N=CC=C1)[C@@H](C)N(C(OC(C)(C)C)=O)CC=1N=NC(=CC1)C=C